NC1CN(CCN1)C1=CC=CC=2OCC(OC21)C 5-(3-aminopiperazin-1-yl)-3-methyl-2,3-dihydro-1,4-benzodioxine